8-(4-hydroxyphenyloxy)-tetracyclo[4.4.0.12,5.17,10]-3-dodecene OC1=CC=C(C=C1)OC1C2C3C4C=CC(C3C(C1)C2)C4